FC1(C(C1)C(=O)ON1C(C2=CC=CC=C2C1=O)=O)C1=CC=CC=C1 1,3-dioxoisoindolin-2-yl 2-fluoro-2-phenylcyclopropane-1-carboxylate